C(CCCCCCCCCC)N.C(C1=CC=C(C(=O)O)C=C1)(=O)O terephthalic acid (n-undecylamine) salt